N-((5-chloro-6-((5-fluoropyridin-2-yl)methoxy)-1H-indol-2-yl)methyl)-1-methylcyclopropane-1-carboxamide ClC=1C=C2C=C(NC2=CC1OCC1=NC=C(C=C1)F)CNC(=O)C1(CC1)C